N1(CCOCC1)C1=NC(=NC(=N1)C=1SC(=CC1)CN1CCOCC1)C1=CC=C(C=C1)NC(=O)NC1=NNC=N1 1-(4-(4-morpholinyl-6-(5-(morpholinylmethyl)thiophen-2-yl)-1,3,5-triazin-2-yl)phenyl)-3-(1H-1,2,4-triazol-3-yl)urea